CN1CC(C1)(C)[C@](O)(C1=CC=C(C=C1)C(C)C)C1=CC(=CC=C1)C1=NC(=NO1)N1C[C@H](O[C@@H](C1)C)C (S)-(1,3-Dimethyl-azetidin-3-yl)-{3-[3-((2R,6R)-2,6-dimethyl-morpholin-4-yl)-[1,2,4]oxadiazol-5-yl]-phenyl}-(4-isopropyl-phenyl)-methanol